C(C)(C)(C)OC(NCC1=CC=C(C=C1)C1=NN(C(C2=CC=CC=C12)=O)C(C)C)=O 4-(3-isopropyl-4-oxo-3,4-dihydro-phthalazin-1-yl)benzyl-carbamic acid tert-butyl ester